(S)-N-{(S)-1-[2-(Benzo[d]isoxazol-3-yl)phenyl]-2-(4-bromopyridine-2-yl)ethyl}-2-methylpropane-2-sulfinamide O1N=C(C2=C1C=CC=C2)C2=C(C=CC=C2)[C@H](CC2=NC=CC(=C2)Br)N[S@@](=O)C(C)(C)C